FC=1C=2N(C=C(C1)C1=CNC=3N=CN=C(C31)N[C@@H]3CC[C@H](CC3)N3CCOCC3)C=C(N2)C 5-(8-fluoro-2-methylimidazo[1,2-a]pyridin-6-yl)-N-(trans-4-morpholinocyclohexyl)-7H-pyrrolo[2,3-d]pyrimidin-4-amine